ethyl α-(2-benzimidazolyl)acetate N1=C(NC2=C1C=CC=C2)CC(=O)OCC